7-fluoro-5-oxa-2-azaspiro[3.5]Nonane-7-ene-2-carboxylic acid tert-butyl ester C(C)(C)(C)OC(=O)N1CC2(C1)OCC(=CC2)F